4'-FORMYL-BIPHENYL-4-CARBOXYLIC ACID C(=O)C1=CC=C(C=C1)C1=CC=C(C=C1)C(=O)O